beta-ethyl aminocrotonate N/C(/C(=O)OCC)=C\C